CC(C)(C#CC(C)(OOC(C)(C)C)C)OOC(C)(C)C 2,5-dimethyl-2,5-di(tert-butyl-peroxy)-hexyne